[6-[1-(2,6-Dioxopiperidin-3-yl)-3-methyl-2-oxo-1,3-benzodiazol-4-yl]hex-5-yn-1-yl]carbamic acid tert-butyl ester C(C)(C)(C)OC(NCCCCC#CC1=CC=CC=2N(C(N(C21)C)=O)C2C(NC(CC2)=O)=O)=O